L-gluco-hexodialdose O=C[C@@H](O)[C@H](O)[C@@H](O)[C@@H](O)C=O